dibenzo[cd,g]indazol N1=NC2=C3C(C=C4C(=C13)C=CC=C4)=CC=C2